BrC1=CC=C2C(=CNC2=C1N1N=CC=C1)S(=O)(=O)NC1=NC(=C(C(=N1)OC)CC(F)F)OC 6-bromo-N-[5-(2,2-difluoroethyl)-4,6-dimethoxy-pyrimidin-2-yl]-7-pyrazol-1-yl-1H-indole-3-sulfonamide